COC1=NC=CC(=C1)C1=NC2=C(N1C=1C=NC=3NC(CCC3C1)=O)C=CC(=C2)C(=O)NC 2-(2-methoxy-4-pyridinyl)-N-methyl-1-(7-oxo-6,8-dihydro-5H-1,8-naphthyridin-3-yl)benzimidazole-5-carboxamide